C(C)C1=CC=C(C=C1)C1=CN=C(N1)C1N(CCCC1)C(C(C)SC)=O 1-(2-(5-(4-ethylphenyl)-1H-imidazol-2-yl)piperidin-1-yl)-2-(methylthio)propan-1-one